2-(4-(3-amino-5-chloropyridin-2-yl)-3-(4-chlorophenyl)piperazin-1-yl)-N-methylacetamide NC=1C(=NC=C(C1)Cl)N1C(CN(CC1)CC(=O)NC)C1=CC=C(C=C1)Cl